3-METHYL-2-PROPOXYPYRIDINE-5-BORONIC ACID CC=1C(=NC=C(C1)B(O)O)OCCC